N-((R)-1-(3-((dimethylamino)methyl)phenyl)-2,2,2-trifluoroethyl)-2-(2,6-dioxopiperidin-3-yl)-1-oxoisoindoline-5-carboxamide CN(C)CC=1C=C(C=CC1)[C@H](C(F)(F)F)NC(=O)C=1C=C2CN(C(C2=CC1)=O)C1C(NC(CC1)=O)=O